COC(=O)C1CC2=C(SC(=C2C(C2=CC(=CC(=C2)F)F)=O)N)C1 2-amino-3-(3,5-difluorobenzoyl)-4H,5H,6H-cyclopenta[b]thiophene-5-carboxylic acid methyl ester